NC/C(/COC1=CC=C(C=C1)S(=O)(=O)CC12CCC(CC1)(CC2)C(=O)NCC2CC2)=C\F (E)-4-(((4-((2-(aminomethyl)-3-fluoroallyl)oxy)phenyl)sulfonyl)methyl)-N-(cyclopropylmethyl)bicyclo[2.2.2]octane-1-carboxamide